C(CC)N1CCC[C@@H]2CC3=C(C[C@@H]12)C=CC(=C3O)O (4aR,10aR)-1-n-Propyl-1,2,3,4,4a,5,10,10a-octahydro-benzo[g]quinoline-6,7-diol